N-(2-phenylethyl)-5-phenyl-pyridine-2-formamide C1(=CC=CC=C1)CCNC(=O)C1=NC=C(C=C1)C1=CC=CC=C1